6-methoxy-2,8-dimethyl-8,9-dihydrofuro[2,3-h]quinazolin-4-amine COC=1C=C2C(=NC(=NC2=C2C1OC(C2)C)C)N